CC1(CC2=NC(=C(C(=C2CO1)C=1C=NC=NC1)C#N)N1CC2(CN(C2)C(C=C)=O)CC1)C 7,7-dimethyl-2-(2-(2-propenoyl)-2,6-diazaspiro[3.4]octan-6-yl)-4-(5-pyrimidinyl)-7,8-dihydro-5H-pyrano[4,3-b]pyridine-3-carbonitrile